1,3-dibenzyl tetramethyl disiloxane (S)-tert-butyl 7-(((S)-1-methoxy-1-oxo-3-(2-oxoimidazolidin-1-yl)propan-2-yl)carbamoyl)-6-azaspiro[3.4]octane-6-carboxylate COC([C@H](CN1C(NCC1)=O)NC(=O)[C@H]1N(CC2(CCC2)C1)C(=O)OC(C)(C)C)=O.C(C1=CC=CC=C1)[Si](O[Si](CC1=CC=CC=C1)(C)C)(C)C